(R)-N-(8-methylisoquinolin-1-yl)-N-(piperidin-3-yl)-4-(4,4,5,5-tetramethyl-1,3,2-dioxaborolan-2-yl)benzamide CC=1C=CC=C2C=CN=C(C12)N(C(C1=CC=C(C=C1)B1OC(C(O1)(C)C)(C)C)=O)[C@H]1CNCCC1